CCCC(O)O 3-Methylpropanediol